tert-butyl N-[[4-[[2-(tert-butoxycarbonylamino)-5-(4-fluorophenyl)phenyl]carbamoyl]phenyl]-methyl-oxo-sulfanylidene]carbamate C(C)(C)(C)OC(=O)NC1=C(C=C(C=C1)C1=CC=C(C=C1)F)NC(=O)C1=CC=C(C=C1)S(=NC(OC(C)(C)C)=O)(=O)C